CCCCCCCCCCCCCCCCCCCCCCCCC(C(=O)N[C@@H](COP(=O)([O-])OCC[N+](C)(C)C)[C@@H]([C@@H](CCCCCCCCCCC(C)C)O)O)O The molecule is an N-acyl-4-hydroxy-15-methylhexadecasphinganine-1-phosphocholine in which the acyl group has 26 carbons and 0 double bonds and is 2-hydroxylated. It derives from a 15-methylhexadecaphytosphingosine.